NC=1C=C(OCCS(=O)(=O)O)C=CC1OCC 2-(3-amino-4-ethoxyphenoxy)ethane-1-sulfonic acid